[N+](=O)([O-])C1=CC2=C(NC(=N2)NC(OC)=O)C=C1 Methyl (5-nitro-1H-benzo[d]imidazol-2-yl)carbamate